C(C)(CC)C1=CC(C2=CC=CC=C12)[Zr] (3-(sec-butyl)-indenyl)zirconium